C(CC=C)OCCCO 3-(3-butene-1-yloxy)-1-propanol